1-methyl-6-(4,4,5,5-tetramethyl-1,3,2-dioxaborolan-2-yl)quinoline-2(1H)-one CN1C(C=CC2=CC(=CC=C12)B1OC(C(O1)(C)C)(C)C)=O